(1R,2r)-2-fluoro-N-(4-((2-methoxy-3-(1-methyl-1H-1,2,4-triazol-3-yl)phenyl)amino)-5-propionylpyrimidin-2-yl)cyclopropane-1-carboxamide F[C@H]1[C@H](C1)C(=O)NC1=NC=C(C(=N1)NC1=C(C(=CC=C1)C1=NN(C=N1)C)OC)C(CC)=O